C(C1=CC=CC=C1)N1C[C@H]([C@@H](CC1)C(=O)N1CCC(CC1)(O)CN1C=NC2=C(C1=O)C=C(N2)C)C=2SC=CC2 3-[[1-[(3S,4R)-1-benzyl-3-(2-thienyl)piperidine-4-carbonyl]-4-hydroxy-4-piperidinyl]methyl]-6-methyl-7H-pyrrolo[2,3-d]pyrimidin-4-one